COC=1C=C(C=CC1)C=1N=C2N(C=CC(=C2)N2CCCCC2)C1 2-(3-Methoxy-phenyl)-7-piperidin-1-yl-imidazo[1,2-a]pyridine